FC1=CC=C(C=N1)C=1C(=C(C#N)C(=CC1)OC1CN(CC1)C)N1CCC(CC1)C1=NN=CN1C 3-(6-fluoropyridin-3-yl)-2-(4-(4-methyl-4H-1,2,4-triazol-3-yl)piperidin-1-yl)-6-((1-methylpyrrolidin-3-yl)oxy)benzonitrile